4-(2-{5-[(1R,4R,7R)-7-amino-2-azabicyclo[2.2.1]heptane-2-carbonyl]-7-methoxy-1-methyl-1H-1,3-benzodiazol-2-yl}-1-(cyclopropylmethyl)-1H-indol-6-yl)-2-methoxyphenyl acetate C(C)(=O)OC1=C(C=C(C=C1)C1=CC=C2C=C(N(C2=C1)CC1CC1)C1=NC2=C(N1C)C(=CC(=C2)C(=O)N2[C@@H]1CC[C@H](C2)[C@H]1N)OC)OC